N,N-dimethyl-5-(4,4,5,5-tetramethyl-1,3,2-dioxaborolan-2-yl)pyrimidin-2-amine CN(C1=NC=C(C=N1)B1OC(C(O1)(C)C)(C)C)C